5-(2-Difluoromethoxyphenyl)-1-methyl-N-(3-(trifluoromethyl)phenyl)-1H-pyrazole-4-carboxamide FC(OC1=C(C=CC=C1)C1=C(C=NN1C)C(=O)NC1=CC(=CC=C1)C(F)(F)F)F